[O-]S(=O)(=O)C(F)(F)F.OC1=CC=C(C2=CC=CC=C12)[S+]1CCCC1 4-hydroxy-1-naphthyltetrahydrothiophenium triflate